CC1(C)CC(C=C(C)C1\C=C\C(\C)=C\C=C\C(\C)=C\C=C\C=C(/C)\C=C\C=C(/C)\C=C\C1C(C)=CC(CC1(C)C)O)O ε-caroten-3,3'-diol